NC=1C2=C(N=C(N1)Cl)N(C=C2)[C@H]2[C@@H]([C@@]1([C@H](O2)[C@@H](CC1)CC1=CC=C2C=C(C(=NC2=C1)N)F)O)O (2R,3R,3aS,6S,6aR)-2-(4-amino-2-chloro-7H-pyrrolo[2,3-d]pyrimidin-7-yl)-6-[(2-amino-3-fluoroquinolin-7-yl)methyl]hexahydro-3aH-cyclopenta[b]furan-3,3a-diol